FC(OC1=CC(=C(C=N1)OCC(C#N)(C)C)C1=CC=2N(C=C1)N=C(C2)NC=2N=NC(=CC2)C(C)(C)O)F 3-[[6-(difluoromethoxy)-4-[2-[[6-(1-hydroxy-1-methyl-ethyl)pyridazin-3-yl]amino]pyrazolo[1,5-a]pyridin-5-yl]-3-pyridyl]oxy]-2,2-dimethyl-propanenitrile